N-[1-[(6-chloro-3-pyridyl)methyl]-2(1H)-pyridylidene]-2,2,2-trifluoro-acetamide ClC1=CC=C(C=N1)CN1C(C=CC=C1)=NC(C(F)(F)F)=O